C[S+](C1=CC=C(C2=CC=C(C=C12)O)O)C dimethyl-(4,7-dihydroxy-1-naphthyl)sulfonium